NC1=C(C=C(C=N1)C=1C=C2N(N1)CCC21CN(C1)C(=O)NC1(CCC1)C1=CC=CC=C1)C#N 2'-(6-amino-5-cyanopyridin-3-yl)-N-(1-phenylcyclobutyl)-5',6'-dihydrospiro[azetidine-3,4'-pyrrolo[1,2-b]pyrazole]-1-carboxamide